CN1CCOC2(C1)CCNCC2 4-methyl-1-oxa-4,9-diazaspiro[5.5]undecane